1,4,7,10-tetraazacyclododecanecarboxylic acid N1(CCNCCNCCNCC1)C(=O)O